CN(C1=CC=C(C=C1)/C=C/C(=O)C1=C(OCCCN2CCN(CC2)C2=CC(N(C(N2C)=O)C)=O)C=CC=C1)C 6-[4-[3-[2-[(E)-3-[4-(Dimethyl-amino)phenyl]prop-2-enoyl]phenoxy]propyl]piperazin-1-yl]-1,3-dimethylpyrimidine-2,4-dione